(2-cyanobutyl) phosphate P(=O)(OCC(CC)C#N)([O-])[O-]